Cl.C(C)(=O)OCC[C@H](N)C(=O)O O-acetyl-L-homoserine-HCl